S(=O)(=O)(C1=CC=C(C)C=C1)N1C=C(C2=CC(=CC=C12)C#N)CCCCCN1CCN(CC1)C=1C2=C(N=CN1)C=CN2 1-tosyl-3-(5-(4-(5H-pyrrolo[3,2-d]pyrimidin-4-yl)piperazin-1-yl)pentyl)-5-cyanoindole